C(C)(=O)ON=C(C(=O)C1=CC=C(C=C1)SC1=CC=C(C=C1)OCCO)C 2-(acetoxyimino)-1-(4-(4-(2-hydroxyethoxy)phenylthio)phenyl)propan-1-one